ClC=1C=C(NC2(CCC3(N(CC4=CC(=C(C=C34)OC)F)C[C@H](CO)C)CC2)C(=O)O)C=CC1 (1s,4S)-4-(3-chloroanilino)-5'-fluoro-2'-[(2R)-3-hydroxy-2-methylpropyl]-6'-methoxy-2',3'-dihydrospiro[cyclohexane-1,1'-isoindole]-4-carboxylic acid